(R)-N-(2-(3-((5-cyano-4-methoxypyrimidin-2-yl)amino)piperidin-1-yl)-[1,2,4]triazolo[1,5-a]pyridin-6-yl)acrylamide C(#N)C=1C(=NC(=NC1)N[C@H]1CN(CCC1)C1=NN2C(C=CC(=C2)NC(C=C)=O)=N1)OC